C(C(C)C)(=O)NC=1C=C(C(=O)NCCOC2=C(C=C(C=C2)C(F)(F)F)OC)C=C(N1)C 2-isobutyramido-N-(2-(2-methoxy-4-(trifluoromethyl)phenoxy)ethyl)-6-methylisonicotinamide